(7S,15S)-9-(2,6-difluorophenyl)-3,7,15-trimethyl-13,16-dioxa-18-thia-2,4,5,8-tetrazatetracyclo[8.8.0.02,6.011,17]octadeca-1(10),3,5,8,11(17)-pentaene FC1=C(C(=CC=C1)F)C1=N[C@H](C2=NN=C(N2C=2SC=3O[C@H](COCC3C12)C)C)C